Cobalt nickel hydroxide Manganese [Mn].[Ni](O)O.[Co]